N-{4-[3-(4-Methylphenyl)-1,2,4-oxadiazol-5-yl]phenyl}-5-oxo-1-phenylpyrrolidine-3-carboxamide CC1=CC=C(C=C1)C1=NOC(=N1)C1=CC=C(C=C1)NC(=O)C1CN(C(C1)=O)C1=CC=CC=C1